6-((2S)-2-((((S)-tetrahydrofurane-3-yl)oxy)methyl)-4-(4-(trifluoromethyl)phenyl)pyrrolidin-1-yl)nicotinic acid O1C[C@H](CC1)OC[C@H]1N(CC(C1)C1=CC=C(C=C1)C(F)(F)F)C1=NC=C(C(=O)O)C=C1